FC=1C=C(C=CC1N1CCCCC1)NC(=O)C=1N=C(OC1CC(F)(F)F)N1CCCC1 N-(3-fluoro-4-(piperidin-1-yl)phenyl)-2-(pyrrolidin-1-yl)-5-(2,2,2-trifluoroethyl)oxazole-4-carboxamide